C(=O)O.N1CCC(CC1)S(=O)(=O)N1CCOC2(C1)CCN(CC2)C2(C(NC(NC2=O)=O)=O)C2=CC=C(C=C2)OC2=CC=C(C=C2)OC(F)(F)F 5-[4-(4-Piperidylsulfonyl)-1-oxa-4,9-diazaspiro[5.5]undecan-9-yl]-5-[4-[4-(trifluoromethoxy)phenoxy]phenyl]hexahydropyrimidine-2,4,6-trione formic acid salt